C1CC2(CCC1C2)O Norbornanol